CC1=NNC=C1C=1C=C2C(=NC=NC2=CC1)N1CCN(CC1)C1=NC=CC=C1 6-(3-methyl-1H-pyrazol-4-yl)-4-(4-(pyridin-2-yl)piperazin-1-yl)quinazoline